N-(5-bromo-6-methylpyridin-2-yl)-2-(5-fluoro-1H-indol-3-yl)acetamide BrC=1C=CC(=NC1C)NC(CC1=CNC2=CC=C(C=C12)F)=O